BrC=1C=C(C(=O)OC)C=CC1C([2H])([2H])[2H] methyl 3-bromo-4-(methyl-d3)benzoate